5,5'-decamethylenebis[2-(4-vinylbenzyl)-2H-tetrazole] C(=C)C1=CC=C(CN2N=C(N=N2)CCCCCCCCCCC=2N=NN(N2)CC2=CC=C(C=C2)C=C)C=C1